7-(4,4-difluoropiperidin-1-yl)-N-(3-(2,6-dioxopiperidin-3-yl)phenyl)heptylamide FC1(CCN(CC1)C(CCCCCC[NH-])C1=CC(=CC=C1)C1C(NC(CC1)=O)=O)F